C(#N)C=1C(=NC(=NC1)NC=1C(=CC(=C(C1)NC(C=C)=O)N(C)CCN(C)C)OC)C1=CN(C2=CC(=CC=C12)OC)C1COC1 N-(5-((5-cyano-4-(6-methoxy-1-(oxetan-3-yl)-1H-indol-3-yl)pyrimidin-2-yl)amino)-2-((2-(dimethylamino)ethyl)(methyl)amino)-4-methoxyphenyl)acrylamide